CN(C(/C=C/CNCC(=O)O)=O)C 2-[[(E)-4-(dimethylamino)-4-oxo-but-2-enyl]amino]acetic acid